tert-butyl 2-(thieno[2,3-b]pyridin-5-yl)acetate S1C=CC=2C1=NC=C(C2)CC(=O)OC(C)(C)C